5-fluoro-N,N-dimethylbenzamide FC=1C=CC=C(C(=O)N(C)C)C1